Cl.BrC1=CC=C(C=C1)[C@@H]1CNCCC1 |r| Racemic-3-(4-bromophenyl)piperidine hydrochloride